5-[4-(3-ethoxyazetidin-1-yl)-3-(trifluoromethyl)phenyl]-3,6-dihydro-2H-1,3,4-oxadiazin C(C)OC1CN(C1)C1=C(C=C(C=C1)C1=NNCOC1)C(F)(F)F